CN(C1=CC=CC(=N1)B(O)O)C 6-(DIMETHYLAMINO)PYRIDINE-2-BORONIC ACID